FC1=C(OC(=O)C2=CC3=C(S2)C=CC(=C3)CP(O)(O)=O)C(=C(C(=C1F)F)F)F ((2-((perfluorophenoxy)carbonyl)benzo[b]thiophen-5-yl)methyl)phosphonic Acid